[C@H]12CNC[C@H](CC1)N2C2=NC(=NC1=C(C(=C(C=C21)Cl)C2=CC(=CC1=CC=CC=C21)O)F)N2CC(C2)N(C)C (S or R)-4-(4-((1R,5S)-3,8-diazabicyclo[3.2.1]octan-8-yl)-6-chloro-2-(3-(dimethylamino)azetidin-1-yl)-8-fluoro-quinazolin-7-yl)naphthalen-2-ol